COC1=C(OCC(=O)O)C=CC(=C1)\C=C\C(=O)C1=CC=C(C=C1)N1CCOCC1 2-[2-Methoxy-4-[(E)-3-(4-morpholin-4-ylphenyl)-3-oxoprop-1-enyl]phenoxy]acetic acid